C(O)(O)=O.CNCCO N-methyl-monoethanolamine carbonate